CN1N=CC(=C1)C=1C=C2CCCNC2=CC1 6-(1-methyl-1H-pyrazol-4-yl)-2,3-dihydro-1H-quinolin